N1=C(C=CC=C1)[C@@H](O)C1=C(C=CC=C1)C (S)-pyridin-2-yl-(o-tolyl)methanol